(R)-3-cyclopropyl-N5-(morpholin-2-ylmethyl)-N7-(4-(pyridin-2-yl)benzyl)pyrazolo[1,5-a]pyrimidine-5,7-diamine C1(CC1)C=1C=NN2C1N=C(C=C2NCC2=CC=C(C=C2)C2=NC=CC=C2)NC[C@H]2CNCCO2